C(C=C)C1(CC=CC1O)COCC1=CC=C(C=C1)OC (15S)-5-allyl-5-(((4-methoxybenzyl)oxy)methyl)cyclopent-2-en-1-ol